4-methyl-6-(t-butyl)phenol CC1=CC=C(C(=C1)C(C)(C)C)O